ClC1=CC(=C(C=C1)C1=NN2C(CN(CC2)C(=O)OC(C)(C)C)=C1C1=CC=NC=C1)CO tert-butyl 2-[4-chloro-2-(hydroxymethyl)phenyl]-3-(pyridin-4-yl)-6,7-dihydropyrazolo[1,5-a]pyrazine-5(4H)-carboxylate